2,3,5,6-tetrafluoro-3',4'-dimethyl-[1,1'-biphenyl]-4-carboxylic acid methyl ester COC(=O)C1=C(C(=C(C(=C1F)F)C1=CC(=C(C=C1)C)C)F)F